4-(2-{[(4aS,7aR)-1-methyl-octahydro-1H-cyclopenta[b]pyridin-4a-yl]methoxy}-8-fluoro-4-(1,4-oxazepan-4-yl)pyrido[4,3-d]pyrimidin-7-yl)-5-ethynyl-6-fluoronaphthalen-2-ol CN1[C@H]2[C@@](CCC1)(CCC2)COC=2N=C(C1=C(N2)C(=C(N=C1)C1=CC(=CC2=CC=C(C(=C12)C#C)F)O)F)N1CCOCCC1